3-(2-(tert-butylamino)-2-oxoacetyl)-N-(3-(difluoromethyl)-4-fluorophenyl)-5,6,7,8-tetrahydroindolizine-1-carboxamide C(C)(C)(C)NC(C(=O)C1=CC(=C2CCCCN12)C(=O)NC1=CC(=C(C=C1)F)C(F)F)=O